ethyl 6,8-difluoro-1-(2-fluoro-4-hydroxyphenyl)-7-[(2R)-2-[[(3-methylpyridin-2-yl)oxy]methyl]pyrrolidin-1-yl]-4-oxoquinoline-3-carboxylate FC=1C=C2C(C(=CN(C2=C(C1N1[C@H](CCC1)COC1=NC=CC=C1C)F)C1=C(C=C(C=C1)O)F)C(=O)OCC)=O